FC(C[C@@H](C(=O)O[C@H](CC1=CC=C(C=C1)C1CCOCC1)C(N(C)[C@H](C(=O)OCC(=O)OCC1=CC=CC=C1)CC1CC1)=O)NC)(C)C (1R)-1-[[(2S)-1-[2-(benzyloxy)-2-oxoethoxy]-3-cyclopropyl-1-oxopropan-2-yl](methyl)carbamoyl]-2-[4-(oxan-4-yl)phenyl]ethyl (2S)-4-fluoro-4-methyl-2-(methylamino)pentanoate